3-hydroxy-4-methyl-N-(2-{3-[4-(pyrrolidin-1-yl)but-2-enamido]cyclopentyl}ethyl)benzamide OC=1C=C(C(=O)NCCC2CC(CC2)NC(C=CCN2CCCC2)=O)C=CC1C